methyl 5-hydroxy-6-methoxy-indole-2-carboxylate OC=1C=C2C=C(NC2=CC1OC)C(=O)OC